NC=1NC(C=C(N1)C1=NN(C=C1CC1=C(C=CC=C1)Br)C(F)F)=O 2-amino-4-[4-[(2-bromophenyl)methyl]-1-(difluoromethyl)pyrazol-3-yl]-1H-pyrimidin-6-one